OCCCC1=CC2=C(N(C(N2C)=O)C2CNCCC2)C=C1 3-[5-(3-hydroxypropyl)-3-methyl-2-oxo-benzimidazol-1-yl]piperidine